C(#N)[C@H](CC1=CC=C(C=C1)C=1SC(=CC1)C#N)NC(=O)[C@H]1OCCCNC1 (2S)-N-{(1s)-1-Cyano-2-[4-(5-cyanothiophen-2-yl)phenyl]ethyl}-1,4-oxazepane-2-carboxamide